(1R,6S)-N-(3-(5-fluoropyrimidin-2-yl)-4-(trifluoromethyl)phenyl)-1-(5-methyl-1,3,4-oxadiazol-2-yl)-7-azabicyclo[4.1.1]octane-7-carboxamide FC=1C=NC(=NC1)C=1C=C(C=CC1C(F)(F)F)NC(=O)N1[C@H]2CCCC[C@@]1(C2)C=2OC(=NN2)C